N1=C(N=CC2=C1COC2)C(=O)N 5,7-dihydrofuro[3,4-d]Pyrimidine-2-carboxamide